N,2,3-trimethyl-2-isopropyl-butyramide CNC(C(C(C)C)(C(C)C)C)=O